CC1=C(C=C)C(=C(C(=C1C)C)C)C 2,3,4,5,6-pentamethylstyrene